ClC1=C(CNC(=O)C=2SC(=CC2)S(=O)(=O)C)C=CC(=C1)Cl N-(2,4-dichlorobenzyl)-5-(methylsulfonyl)thiophene-2-carboxamide